ClC1=CC=C(C=C1)N1CC2=CC=CC=C2CC1 2-p-chlorophenyl-1,2,3,4-tetrahydroisoquinoline